5-(hydroxymethyl)-2-meth-oxypyridine OCC=1C=CC(=NC1)OC